C(C)(=O)N[C@H](CNCC1=CC=CC=C1)COC (R)-2-acetamido-N-benzyl-3-methoxypropylamine